C(C1CO1)C(CCCO)(O)CC1CO1 diglycidyl-1,4-butanediol